N-(6-((R)-2-(2,5-difluorophenyl)pyrrolidin-1-yl)-1,5-naphthyridin-4-yl)-2-((S)-3-hydroxypyrrolidin-1-yl)pyrimidine-5-carboxamide FC1=C(C=C(C=C1)F)[C@@H]1N(CCC1)C=1N=C2C(=CC=NC2=CC1)NC(=O)C=1C=NC(=NC1)N1C[C@H](CC1)O